Cl.COC([C@H](C1=CC=CC=C1)N)=O (2S)-2-amino-2-phenylacetic acid methyl ester hydrochloride